(E)-N-((1,2,3,5,6,7-hexahydro-s-indacen-4-yl)carbamoyl)-2-(piperidin-4-yl)vinylsulfonamide C1CCC2=C(C=3CCCC3C=C12)NC(=O)NS(=O)(=O)\C=C\C1CCNCC1